3-(3-Chloro-4-hydroxyphenyl)-1-[4-(trifluoromethoxy)phenyl]prop-2-en-1-one ClC=1C=C(C=CC1O)C=CC(=O)C1=CC=C(C=C1)OC(F)(F)F